CN(C1=CC=C(C=C1)C1=CC(=CC=C1)NC(N(C1=CC=CC=C1)C1=CC=CC=C1)=O)C 3-(4'-(Dimethylamino)-[1,1'-biphenyl]-3-yl)-1,1-diphenylurea